3-stearylthiopropionate C(CCCCCCCCCCCCCCCCC)CCC(=S)[O-]